C(C)(=O)N(C(=O)[C@H]1[C@@H](C1)CN(C(OC(C)(C)C)=O)C(=O)OC(C)(C)C)C tert-butyl N-((trans-2-(acetyl(methyl)carbamoyl)cyclopropyl)methyl)-N-tert-butoxycarbonyl-carbamate